tert-Butyl (2S)-2-(aminomethyl)azetidine-1-carboxylate NC[C@H]1N(CC1)C(=O)OC(C)(C)C